FC(C1=CC=C(C=C1)C1C(N(CCN1)CC1=CN=CC(=C1)C1=NOC=N1)C#N)(F)F 3-(4-(trifluoromethyl)phenyl)(5-(1,2,4-oxadiazolyl)nicotinyl)piperazine-2-carbonitrile